N1CC(C1)NC=1C=C(C=CC1)C1=C(CCCC2=C1C=CC(=C2)C(=O)OC)C2=C(C=C(C=C2)Cl)Cl Methyl 9-(3-(azetidin-3-ylamino)phenyl)-8-(2,4-dichlorophenyl)-6,7-dihydro-5H-benzo[7]annulene-3-carboxylate